amino-2-(3,5-dichloro-4-((5,5-dimethyl-4-oxo-3,4,5,6,7,8-hexahydrophthalazin-1-yl)oxy)phenyl)-1,2,4-triazine-3,5(2H,4H)-dione NN1C(N(N=CC1=O)C1=CC(=C(C(=C1)Cl)OC1=NNC(C=2C(CCCC12)(C)C)=O)Cl)=O